6-(3-cyclopropylphenoxy)-2-fluoro-4H-pyrazolo[1,5-a]pyrimidin-7-one C1(CC1)C=1C=C(OC2=CNC=3N(C2=O)N=C(C3)F)C=CC1